CN1N=C(C(=C1)NC(=O)C1=CC=CC(=N1)C=1C=NC=C(C1)NS(=O)(=O)C)C1=NC=CC=C1 N-(1-methyl-3-(pyridin-2-yl)-1H-pyrazol-4-yl)-5'-(methylsulfonylamino)-[2,3'-bipyridine]-6-carboxamide